4-((2-cyano-4-fluorophenyl)thio)-6-(1-((1r,4r)-4-hydroxy-4-(hydroxymethyl)cyclohex-yl)-5-methyl-1H-pyrazol-4-yl)pyrazolo[1,5-a]pyridine-3-carbonitrile C(#N)C1=C(C=CC(=C1)F)SC=1C=2N(C=C(C1)C=1C=NN(C1C)C1CCC(CC1)(CO)O)N=CC2C#N